ketopantoic acid CC(C)(CO)C(=O)C(=O)O